C(C=C)C1CN(C(O1)=O)C1=NC2=C(OCC(N2COCC[Si](C)(C)C)=O)N=C1 6-(5-Allyl-2-oxo-oxazolidin-3-yl)-4-(2-trimethylsilylethoxymethyl)pyrazino[2,3-b][1,4]oxazin-3-one